COC(C[C@H]1C=2N(C3=C(C(=N1)C1=CC=C(C=C1)C#CCO)C(=C(S3)C)C)C(=NN2)C)=O.C[P+](CCOC)(C)C trimethyl-(2-methoxyethyl)phosphonium methyl-{(6S)-4-[4-(3-hydroxyprop-1-yn-1-yl)phenyl]-2,3,9-trimethyl-6H-thieno[3,2-f][1,2,4]triazolo[4,3-a][1,4]diazepin-6-yl}acetate